N,N'-bis(4-aminophenyl)benzene-1,4-dicarboxamide C1=CC(=CC=C1C(=O)NC2=CC=C(C=C2)N)C(=O)NC3=CC=C(C=C3)N